Amino-8-azabicyclo-[3.2.1]octan NC12CCCC(CC1)N2